(2R,6R)-4-(2-(bis(2,4-dimethoxybenzyl)amino)oxazolo[4,5-c]pyridin-7-yl)-6-methylmorpholine-2-carboxylic acid COC1=C(CN(C=2OC3=C(C=NC=C3N3C[C@@H](O[C@@H](C3)C)C(=O)O)N2)CC2=C(C=C(C=C2)OC)OC)C=CC(=C1)OC